ClCC1=NSC(=N1)NC(=O)C1=C(SC(=C1)C1=CC(=CC=C1)OC)C N-(3-(chloromethyl)-1,2,4-thiadiazol-5-yl)-5-(3-methoxyphenyl)-2-methylthiophene-3-carboxamide